tert-Butyl 3-[[(Z)-C-(2,4-Dichlorophenyl)-N-hydroxy-carbonimidoyl] carbamoyl]azetidine-1-carboxylate ClC1=C(C=CC(=C1)Cl)/C(=N/O)/NC(=O)C1CN(C1)C(=O)OC(C)(C)C